NC1CCC(CC1)OC1=C2C=C(C=NC2=CC(=N1)N1CCOCC1)C(=O)N 5-(4-aminocyclohexoxy)-7-morpholino-1,6-naphthyridine-3-carboxamide